2-amino-5-chloro-N-(2,6-dioxopiperidin-3-yl)benzamide NC1=C(C(=O)NC2C(NC(CC2)=O)=O)C=C(C=C1)Cl